CCNC1=CC=C(C=C1)C(=C2C=CC(=NCC)C(=C2)C)C3=CC=C(C=C3)NCC The molecule is a aromatic amine, the hydrochloride salt of which is the histological dye 'Hoffman's violet' (used as a specific stain for animal chromosomes). It has a role as a histological dye and a fluorochrome. It is an imine, a secondary amino compound, an aromatic amine and an olefinic compound. It is a conjugate base of a Hoffman's violet(1+).